ClC=1C=C2C(=CC1)NC(C21CCN(CC1)CCOC=1C=C2N=CC(N(C2=C(C1)C(F)(F)F)C1CC(C1)(C)O)=O)=O 5-chloro-1'-[2-({2-oxo-1-[(cis)-3-hydroxy-3-methylcyclobutyl]-8-(trifluoromethyl)-1,2-dihydroquinoxalin-6-yl}oxy)ethyl]-1,2-dihydrospiro[indole-3,4'-piperidin]-2-one